C(C=C)OC1=CC=C(C=C1)C1=NOC(=N1)N1CCC(CC1)C(=O)OC Methyl 1-(3-(4-(allyloxy)phenyl)-1,2,4-oxadiazol-5-yl)piperidine-4-carboxylate